2-[1-(3-hydroxy-4-nitro-phenyl)-4-piperidyl]acetaldehyde OC=1C=C(C=CC1[N+](=O)[O-])N1CCC(CC1)CC=O